(R)-N-((1-(4-Bromo-3-fluorophenyl)-2,2-difluorocyclopropyl)methylene)-2-methylpropane-2-sulfinamide BrC1=C(C=C(C=C1)C1(C(C1)(F)F)C=N[S@](=O)C(C)(C)C)F